(3R,4R)-3-fluoro-4-[4-[3-fluoro-4-[(1S)-1-(5-fluoro-2-pyridyl)-2-hydroxy-ethoxy]pyrazolo[1,5-a]pyridin-6-yl]-5-methyl-triazol-1-yl]piperidine-1-carbonitrile F[C@@H]1CN(CC[C@H]1N1N=NC(=C1C)C=1C=C(C=2N(C1)N=CC2F)O[C@H](CO)C2=NC=C(C=C2)F)C#N